ClC1=C(C=C(C=C1)NC(=O)NC1=CC(=C(C=C1)F)C(=O)C=1C=C2N=C(C=NC2=CC1)N1CCCC1)F 1-(4-chloro-3-fluorophenyl)-3-(4-fluoro-3-(3-(pyrrolidin-1-yl)quinoxaline-6-carbonyl)phenyl)urea